CC(CCC=O)CC(C)(C)C 4,6,6-TRIMETHYLHEPTANAL